FC1=CC=CC=2N1N=C(N2)C2=C1C=C(N=CC1=C(N=C2)NC)NC(=O)C2CC2 N-(5-(5-fluoro-[1,2,4]triazolo[1,5-a]pyridin-2-yl)-8-(methylamino)-2,7-naphthyridin-3-yl)cyclopropanecarboxamide